[4-({[4-(phenylmethoxy)phenyl]amino}carbonyl)-1,5-dimethyl-1H-pyrrol-2-yl]-4,5-difluorobenzoic acid C1(=CC=CC=C1)COC1=CC=C(C=C1)NC(=O)C=1C=C(N(C1C)C)C1=C(C(=O)O)C=C(C(=C1)F)F